1-sulfonyl-4-(2-methylhydrotelluro-propyl)benzene S(=O)(=O)=C1CC=C(C=C1)CC(C[TeH])C